N(C(=O)N)CCC[Si](OC)(OC)OC gamma-ureidopropyltrimethoxy-silane